OC(C(=O)C1=CC=CC=C1)(C)C hydroxy-2-methyl-1-phenyl-1-propanone